2-(4-methylphenyl)-1-vinyl-1,2-dihydronaphthalene CC1=CC=C(C=C1)C1C(C2=CC=CC=C2C=C1)C=C